FC(OC1=CC=C(C=N1)C(=O)NCC1=C(C=CC2=C1N(C=N2)C)OC)F 6-(difluoromethoxy)-N-[(6-methoxy-1-methyl-1H-benzimidazol-7-yl)methyl]pyridine-3-carboxamide